CC=1C(=CC=C2C=CC=NC12)C1=CC=C(OC2CCN(CC2)C2C[C@H](OC2)C=O)C=C1 4-[4-(4-(8-methylquinolin-7-yl)-phenoxy)-piperidin-1-yl]-(S)-tetrahydrofuran-2-yl-methanone